Tert-butyl (1-(6-chloro-3-(hydroxymethyl)pyrazin-2-yl)-4-methylpiperidin-4-yl)carbamate ClC1=CN=C(C(=N1)N1CCC(CC1)(C)NC(OC(C)(C)C)=O)CO